3-(6-aminopyridin-3-yl)-7-[(1S)-1-[(2r,4r)-2-(aminomethyl)-6-oxo-5-oxa-7-azaspiro[3.4]octan-7-yl]ethyl]-1H-indole-2-carboxylic acid NC1=CC=C(C=N1)C1=C(NC2=C(C=CC=C12)[C@H](C)N1C(OC2(CC(C2)CN)C1)=O)C(=O)O